1-ethyl-1-((S)-2,2,2-trifluoro-1-(5-methoxy-4-(8-methoxyimidazo[1,2-a]pyrazin-6-yl)pyridin-2-yl)ethyl)-3-((R)-6,6,6-trifluorohexan-3-yl)urea C(C)N(C(=O)N[C@H](CC)CCC(F)(F)F)[C@H](C(F)(F)F)C1=NC=C(C(=C1)C=1N=C(C=2N(C1)C=CN2)OC)OC